C1(CC1)CN1CCC2(C[C@@H]2C(=O)N[C@@H](CCCCCC(CC)=O)C=2NC(=CN2)C=2C=C3C=CC=NC3=CC2OC)CC1 (S)-6-(Cyclopropylmethyl)-N-((S)-1-(5-(7-methoxychinolin-6-yl)-1H-imidazol-2-yl)-7-oxononyl)-6-azaspiro[2.5]octan-1-carboxamid